FC(C(CI)(F)F)(F)F 1,1,1,2,2-pentafluoro-3-iodo-propane